C(C)(C)(C)OC(=O)N(CCC(=O)NC1=C(C2=C(CN(CC2)C(=O)OC(C)(C)C)S1)C=1SC2=C(N1)C=C(C=C2)C2=CC=NC=C2)C(C)C tert-Butyl 2-(3-((tert-butoxycarbonyl)(isopropyl)amino)propanamido)-3-(5-(pyridin-4-yl)benzo[d]thiazol-2-yl)-4,5-dihydrothieno[2,3-c]pyridine-6(7H)-carboxylate